N-[2-[3-(iodomethyl)cyclobutyl]pyrazolo[3,4-c]pyridin-5-yl]-6-(trifluoromethyl)pyridine-2-carboxamide ICC1CC(C1)N1N=C2C=NC(=CC2=C1)NC(=O)C1=NC(=CC=C1)C(F)(F)F